(S)-7-(4-fluoro-3-methoxybenzyl)-6-methyl-2-(5-methyl-2-((1-methyl-1H-pyrazol-5-yl)amino)pyrimidin-4-yl)-6,7-dihydroimidazo[1,2-a]pyrazin-8(5H)-one FC1=C(C=C(CN2C(C=3N(C[C@@H]2C)C=C(N3)C3=NC(=NC=C3C)NC3=CC=NN3C)=O)C=C1)OC